8-((benzyloxy)carbonyl)-3-methyl-8-azabicyclo[3.2.1]octane-3-carboxylic acid C(C1=CC=CC=C1)OC(=O)N1C2CC(CC1CC2)(C(=O)O)C